[Al].[V].[Mo] molybdenum vanadium aluminum